(S)-2-amino-3-(4-(bis(2-chloroethyl)amino)phenyl)propionic acid N[C@H](C(=O)O)CC1=CC=C(C=C1)N(CCCl)CCCl